C(C)(C)(C)OC(NC1=CC(=CC=C1)C1(CC(C1)C#N)CC1=NN=C(N1C)S)=O (3-((1r,3r)-3-cyano-1-((5-mercapto-4-methyl-4H-1,2,4-triazol-3-yl)methyl)cyclobutyl)phenyl)carbamic acid tert-butyl ester